NC=1N=C(C2=C(N1)C(=NN2CC2=C(C=C(C=C2)CO)OC)F)NCCCC (4-((5-amino-7-(butylamino)-3-fluoro-1H-pyrazolo[4,3-d]pyrimidin-1-yl)methyl)-3-methoxyphenyl)methanol